C(N)(OC1=C(C(=NN1C1=C(C=C(C=C1Cl)C(F)(F)F)Cl)C#N)S(=O)C(F)(F)F)=O (3-cyano-1-(2,6-dichloro-4-(trifluoromethyl) phenyl)-4-((trifluoromethyl) sulfinyl)-1H-pyrazol-5-yl) carbamate